tert-butyl 3-[[3-[[4-[[(7R)-8-cyclopentyl-7-ethyl-5-methyl-6-oxo-7H-pteridin-2-yl]amino]-3-methoxy-benzoyl]-methyl-amino]cyclobutyl]methyl]azetidine-1-carboxylate C1(CCCC1)N1[C@@H](C(N(C=2C=NC(=NC12)NC1=C(C=C(C(=O)N(C2CC(C2)CC2CN(C2)C(=O)OC(C)(C)C)C)C=C1)OC)C)=O)CC